2-cyclopropyl-N-(1,1-dimethyl-cyclooctane-4-yl)-6-methyl-4H-pyrrolo[2,3-d]thiazole-5-formamide C1(CC1)C=1SC2=C(N1)NC(=C2C)C(=O)NC2CCC(CCCC2)(C)C